2-Methyl-6-{2-[methyl(piperidin-4-yl)amino][1,3]thiazolo[5,4-d]pyrimidin-5-yl}imidazo[1,2-a]pyridin-8-carbonitril CC=1N=C2N(C=C(C=C2C#N)C=2N=CC3=C(N2)SC(=N3)N(C3CCNCC3)C)C1